O=C1NC(CCC1C1=NN(C2=CC(=CC=C12)N1CCC(CC1)CN1CCC2(CCN(CC2)C(=O)OC(C)(C)C)CC1)C)=O tert-butyl 9-((1-(3-(2,6-dioxopiperidin-3-yl)-1-methyl-1H-indazol-6-yl)piperidin-4-yl)methyl)-3,9-diazaspiro[5.5]undecane-3-carboxylate